methyl (1r,3r)-3-(2-(2',4'-difluoro-[1,1'-biphenyl]-2-yl)-1-ethyl-1H-benzo[d]imidazole-5-carboxamido)cyclobutane-1-carboxylate FC1=C(C=CC(=C1)F)C1=C(C=CC=C1)C1=NC2=C(N1CC)C=CC(=C2)C(=O)NC2CC(C2)C(=O)OC